Cl.ClC1=CC(=CC2=C1OCO2)CN (7-chlorobenzo[d][1,3]dioxol-5-yl)methanamine, hydrochloride